tert-butyl (2R,5S)-4-{5-cyclopropyl-7H-pyrrolo[2,3-d]pyrimidin-4-yl}-2,5-dimethylpiperazine-1-carboxylate C1(CC1)C1=CNC=2N=CN=C(C21)N2C[C@H](N(C[C@@H]2C)C(=O)OC(C)(C)C)C